C(C)C1=C(NC2=CC=C(C=C12)OC1CN(CC1)C(C)C)C1=CC(=NC=C1)C 3-ethyl-5-((1-isopropylpyrrolidin-3-yl)oxy)-2-(2-methylpyridin-4-yl)-1H-indole